1-phenyl-4-(iodomethyl)benzene C1(=CC=CC=C1)C1=CC=C(C=C1)CI